C(C1=CC=CC=C1)OC1=CC=C(C=N1)C=1CNCCC1 6'-(benzyloxy)-1,2,5,6-tetrahydro-3,3'-bipyridine